4-(2-(4-(4-(5-(2-chloro-6-hydroxyphenyl)-4,5-dihydroisoxazol-3-yl)thiazol-2-yl)piperidin-1-yl)-2-oxoethoxy)pyrimidine-2-carbonitrile ClC1=C(C(=CC=C1)O)C1CC(=NO1)C=1N=C(SC1)C1CCN(CC1)C(COC1=NC(=NC=C1)C#N)=O